6-N-(2-amino-2-phenylethyl)-4-N-methyl-1-(trideuteriomethyl)pyrazolo[3,4-d]pyrimidine-4,6-diamine NC(CNC1=NC(=C2C(=N1)N(N=C2)C([2H])([2H])[2H])NC)C2=CC=CC=C2